1-Ethyl 4-(3-(6-carbamoyl-1-(((2S,3S,4S)-3-ethyl-4-fluoro-5-oxopyrrolidin-2-yl) methoxy)-7-methoxyisoquinolin-4-yl)-1H-1,2,4-triazol-1-yl)cyclohexanecarboxylate C(N)(=O)C=1C=C2C(=CN=C(C2=CC1OC)OC[C@H]1NC([C@H]([C@H]1CC)F)=O)C1=NN(C=N1)C1CCC(CC1)C(=O)OCC